O1C=CC2=C1C(=CC=C2)OC2=CC(=C(C(=O)O)C=C2)Cl 4-(benzofuran-7-yloxy)-2-chlorobenzoic acid